ethyl 4-(methoxymethyl)-5-phenyl-9H-pyrido[3,4-b]indole-3-carboxylate COCC1=C(N=CC=2NC3=CC=CC(=C3C21)C2=CC=CC=C2)C(=O)OCC